N-(4-bromo-2-fluorobenzyl)-8-methylene-5,6,7,8-tetrahydroquinoline-5-carboxamide BrC1=CC(=C(CNC(=O)C2C=3C=CC=NC3C(CC2)=C)C=C1)F